5-[2-fluoro-5-(methoxymethoxy)-4-(4,4,5,5-tetramethyl-1,3,2-dioxaborolan-2-yl)phenyl]-2-methyl-1,3-thiazole FC1=C(C=C(C(=C1)B1OC(C(O1)(C)C)(C)C)OCOC)C1=CN=C(S1)C